3-chloro-2,4,5,6-tetrafluorobenzene-1-sulfonyl chloride ClC=1C(=C(C(=C(C1F)F)F)S(=O)(=O)Cl)F